4-chloro-7-((3aR,4R,5aR,8aR)-2,2-dimethyl-6-methylenehexahydrocyclopenta[2,3]furo[3,4-d][1,3]dioxol-4-yl)-7H-pyrrolo[2,3-d]pyrimidine ClC=1C2=C(N=CN1)N(C=C2)[C@@H]2O[C@H]1[C@]3(OC(O[C@H]32)(C)C)CCC1=C